ClC1=CC=C2C(=C(N(C2=C1C=1C(=NN(C1C)C)C)CCN1CCNCC1)C(=O)OC(C)(C)C)CCCOC1=CC(=CC2=CC=CC=C12)OC Tert-butyl 6-chloro-3-{3-[(3-methoxynaphthalen-1-yl)oxy]propyl}-1-[2-(piperazin-1-yl)ethyl]-7-(1,3,5-trimethyl-1H-pyrazol-4-yl)-1H-indole-2-carboxylate